BrC1=NC=CC(=C1)NCC=1N=C2N(C=C(C=C2N2C(OCC2)=O)C2CC2)C1 3-(2-(((2-bromopyridin-4-yl)amino)methyl)-6-cyclopropylimidazo[1,2-a]pyridin-8-yl)oxazolidin-2-one